diselene [Se]=[Se]